ClC=1C=C2C(=NC(=NC2=C(C1C1=CC(=CC2=CC=CC=C12)O)F)OC[C@H]1N(CCC1)C)N1C2CNCC1CC2 4-(6-chloro-4-{3,8-diazabicyclo[3.2.1]oct-8-yl}-8-fluoro-2-{[(2S)-1-methylpyrrolidin-2-yl]methoxy}quinazolin-7-yl)naphthalen-2-ol